CC(COCCCCCCCCCCCCCCCCCC)COC(C1=CC=CC=C1)(C1=CC=CC=C1)C1=CC=CC=C1 2-methyl-1-(octadecyloxy)-3-(triphenylmethoxy)propane